9-(3-deoxy-β-D-ribofuranosyl)adenine [C@@H]1([C@H](O)C[C@H](O1)CO)N1C2=NC=NC(=C2N=C1)N